FC1=CC(=CC2=C1N=C(S2)NC(=O)C2CN(CCC2)CCN(C)C)F N-(4,6-difluorobenzo[d]thiazol-2-yl)-1-(2-(dimethylamino)ethyl)piperidine-3-carboxamide